5-[(2-amino-3-fluoropyridin-4-yl)methyl]-N-(4-bromo-2-fluorophenyl)-4-methylpyridin-3-amine NC1=NC=CC(=C1F)CC=1C(=C(C=NC1)NC1=C(C=C(C=C1)Br)F)C